N[C@@H]1CN(CCC1)C1=C(C=NC(=C1)NC1=NC(=NC=C1)C1=C(C=CC=C1OC)F)C1=CC=C(C=C1)C(=O)N1CCNCC1 (S)-(4-(4-(3-aminopiperidin-1-yl)-6-((2-(2-fluoro-6-methoxyphenyl)pyrimidin-4-yl)amino)pyridin-3-yl)phenyl)(piperazin-1-yl)methanone